isooctyl phosphate octadecyl-amine salt C(CCCCCCCCCCCCCCCCC)N.P(=O)(OCCCCCC(C)C)(O)O